(3R,4R)-3-fluoro-4-hydroxypyrrolidin-1-ium (2S,3S)-2,3-bis(benzoyloxy)-3-carboxypropionate C(C1=CC=CC=C1)(=O)O[C@H](C(=O)[O-])[C@@H](C(=O)O)OC(C1=CC=CC=C1)=O.F[C@@H]1C[NH2+]C[C@H]1O